6-bromo-N-methyl-3,4-dihydro-1,5-naphthyridine-1(2H)-amine BrC=1N=C2CCCN(C2=CC1)NC